zinc(II) glycine NCC(=O)O.[Zn+2]